3-{[1-({(3R,4R)-1-[(2-Bromopyridin-4-yl)carbonyl]-3-phenylpiperidin-4-yl}carbonyl)-4-hydroxypiperidin-4-yl]methyl}-7-phenyl-3,7-dihydro-4H-pyrrolo[2,3-d]pyrimidin-4-one BrC1=NC=CC(=C1)C(=O)N1C[C@H]([C@@H](CC1)C(=O)N1CCC(CC1)(O)CN1C=NC2=C(C1=O)C=CN2C2=CC=CC=C2)C2=CC=CC=C2